C(C)(C)C=1C(=C(C(=C(C1OC)C1=CC=CC=C1)C(C)C)OC)C(C)C triisopropyl-3,6-dimethoxy-1,1'-biphenyl